BrC=1C(=NC=2N(C1)C=C(N2)C21COC(C2)(C1)C)OC(C)C 6-bromo-7-isopropoxy-2-(1-methyl-2-oxabicyclo[2.1.1]hex-4-yl)imidazo[1,2-a]pyrimidine